HYDROXYMETHOXYBENZOPHENONE OCOC1=C(C(=O)C2=CC=CC=C2)C=CC=C1